1-((2R,3R,4S,5R)-3,4-dihydroxy-5-(hydroxymethyl)tetrahydrofuran-2-yl)-3-((phenylthio)carbonyl)pyridin-1-ium O[C@H]1[C@@H](O[C@@H]([C@H]1O)CO)[N+]1=CC(=CC=C1)C(=O)SC1=CC=CC=C1